3-((endo)-8-methyl-8-azabicyclo[3.2.1]oct-3-yl)-2,2-diphenyl-propionamide CN1C2CC(CC1CC2)CC(C(=O)N)(C2=CC=CC=C2)C2=CC=CC=C2